BrC=1C=C(C(=NC1)NC(=O)C1=NC(=CC=C1)OCC)I N-(5-bromo-3-iodopyridin-2-yl)-6-ethoxypyridin-carboxamide